di-tert-butyl [4-(3-chlorodibenzo[b,e][1,4]oxazepin-5(11H)-yl)butyl]imidodicarbonate ClC=1C=CC2=C(N(C3=C(OC2)C=CC=C3)CCCCN(C(=O)OC(C)(C)C)C(=O)OC(C)(C)C)C1